ethyl 9-bromo-7-(methoxymethoxy)-2,3-dihydro-1H-cyclopenta[a]naphthalene-2-carboxylate BrC1=CC(=CC2=CC=C3C(=C12)CC(C3)C(=O)OCC)OCOC